6-chloro-4-methyl-1-propyl-1H-pyrrolo[2,3-b]pyridine ClC1=CC(=C2C(=N1)N(C=C2)CCC)C